Racemic-N5-ethyl-3-(1-(3-methoxyphenyl)ethoxy)-N2-methyl-1H-pyrrole-2,5-dicarboxamide C(C)NC(=O)C1=CC(=C(N1)C(=O)NC)O[C@H](C)C1=CC(=CC=C1)OC |r|